N1C(=NC2=C1C=CC=C2)CNCCC=2SC=C(N2)C(=O)NCC2=CN=CN2C 2-{2-[(1H-1,3-Benzodiazol-2-ylmethyl)amino]ethyl}-N-[(1-methyl-1H-imidazol-5-yl)methyl]-1,3-thiazole-4-carboxamide